C(C)C1=CC=2C(=NC=C(C2)C2=CC(=CC=C2)F)N1 2-Ethyl-5-(3-fluorophenyl)-1H-pyrrolo[2,3-b]Pyridine